6-(8-benzyloxy-2-methyl-imidazo[1,2-b]pyridazin-6-yl)-2-(4-piperidyl)isoquinolin-1-one C(C1=CC=CC=C1)OC=1C=2N(N=C(C1)C=1C=C3C=CN(C(C3=CC1)=O)C1CCNCC1)C=C(N2)C